(2S)-2-({2-amino-5-[3-(1-methylpiperidin-4-yl)-1,2,4-oxadiazol-5-yl]pyridin-4-yl}amino)-2-phenylethanol NC1=NC=C(C(=C1)N[C@H](CO)C1=CC=CC=C1)C1=NC(=NO1)C1CCN(CC1)C